O=C1NC(C=C(N1)C(F)(F)F)=O 2,6-dioxo-4-trifluoromethyl-3,6-dihydropyrimidin